FC(C=1C=C(OC2=CC=C(C=C2)[N+]#[C-])C=C(C1)C(F)(F)F)(F)F 4-[3,5-DI(TRIFLUOROMETHYL)PHENOXY]-PHENYLISOCYANIDE